4-(2-(6-(4-chlorophenyl)-1,1-dioxido-1,2,6-thiadiazinan-2-yl)acetamido)adamantan-1-carboxylic acid ClC1=CC=C(C=C1)N1CCCN(S1(=O)=O)CC(=O)NC1C2CC3(CC(CC1C3)C2)C(=O)O